1,8-dihydroxyanthraquinone tert-butyl(1-(hydroxy)cyclopropyl)carbamate C(C)(C)(C)N(C(O)=O)C1(CC1)O.OC1=CC=CC=2C(C3=CC=CC(=C3C(C12)=O)O)=O